(E)-2-(1-(2-(benzyloxy)-4-fluorobenzylidene)-5-fluoro-2-methyl-1H-inden-3-yl)acetic acid C(C1=CC=CC=C1)OC1=C(\C=C\2/C(=C(C3=CC(=CC=C23)F)CC(=O)O)C)C=CC(=C1)F